5-(N-(2-(6-(3-bromothiophene-2-carbonyl)-3,6-diazabicyclo[3.1.1]heptan-3-yl)phenyl)-N-phenethylsulfamoyl)-3-methylbenzofuran-2-carboxylic acid ethyl ester C(C)OC(=O)C=1OC2=C(C1C)C=C(C=C2)S(N(CCC2=CC=CC=C2)C2=C(C=CC=C2)N2CC1N(C(C2)C1)C(=O)C=1SC=CC1Br)(=O)=O